O=S1(CCC(CC1)C(=O)OCC1=CC=CC=C1)=O benzyl 1,1-dioxothiane-4-carboxylate